C(CCCCCCCCCCCCCCC)N.P(=O)(OCCCCCC(C)C)(OCCCCCC(C)C)O diisooctyl phosphate hexadecylamine salt